BrC1=CC=C2C=CC(NC2=C1F)C1=CC=CC=C1 7-bromo-8-fluoro-2-phenyl-1,2-dihydroquinoline